O=C1NN=C(C2=C1C=NC(=C2)C2CNCC2)N[C@H](C)C=2C=C(C=C(C2)C(F)(F)F)NC(C)=O N-(3-((1R)-1-((4-oxo-7-(pyrrolidin-3-yl)-3,4-dihydropyrido[3,4-d]pyridazine-1-yl)amino)ethyl)-5-(trifluoromethyl)phenyl)acetamide